2-(5-(benzo[d]oxazol-2-yl)thiophen-2-yl)-5-(tert-butyl)benzo[d]oxazole O1C(=NC2=C1C=CC=C2)C2=CC=C(S2)C=2OC1=C(N2)C=C(C=C1)C(C)(C)C